FC1=C(C(=CC=C1C(=O)C1=CNC2=NC=C(C=C21)C2=C(C=CC=C2)C)F)NS(=O)(=O)CCC N-(2,6-difluoro-3-(5-(o-tolyl)-1H-pyrrolo[2,3-b]-pyridine-3-carbonyl)phenyl)-propane-1-sulfonamide